6-Methoxy-4-phenyl-[2,2']bipyridinyl-5-carbonitrile COC1=C(C(=CC(=N1)C1=NC=CC=C1)C1=CC=CC=C1)C#N